(R)-tert-butyl 2-(1-(2-(2-methoxyphenyl)-2-((tetrahydro-2H-pyran-4-yl) oxy) ethyl)-5-methyl-6-(oxazol-2-yl)-2,4-dioxo-1,2-dihydrothieno[2,3-d]pyrimidin-3(4H)-yl)-2-methylpropionate COC1=C(C=CC=C1)[C@H](CN1C(N(C(C2=C1SC(=C2C)C=2OC=CN2)=O)C(C(=O)OC(C)(C)C)(C)C)=O)OC2CCOCC2